P(OC1=C(C=C(C=C1C)C(C)(C)C)C(C)(C)C)(OC1=C(C=C(C=C1C)C(C)(C)C)C(C)(C)C)[O-] bis(2,4-di-tert-butyl-6-methylphenyl) phosphite